C1(=CC=CC2=CC=CC=C12)N(C1=CC=C(C=C1)C1=CC=C(N(C2=CC=CC=C2)C2=CC=CC3=CC=CC=C23)C=C1)C1=CC=CC=C1 N,N'-di(Naphthalen-1-yl)-N,N'-diphenylbenzidine